N-(4-((3,5-difluorophenyl)sulfonyl)-benzyl)imidazo[1,2-a]pyridine-6-carboxamide FC=1C=C(C=C(C1)F)S(=O)(=O)C1=CC=C(CNC(=O)C=2C=CC=3N(C2)C=CN3)C=C1